N-(methyl-d3)-2-((methyl-d3)(4-(2-(methyl-d3)phenyl)-2-oxo-2H-chromen-7-yl)amino)acetamide C(NC(CN(C1=CC=C2C(=CC(OC2=C1)=O)C1=C(C=CC=C1)C([2H])([2H])[2H])C([2H])([2H])[2H])=O)([2H])([2H])[2H]